ethyl 4-(4-bromophenyl)-5-oxohexanoate BrC1=CC=C(C=C1)C(CCC(=O)OCC)C(C)=O